C(C)OC1=CC=C(C=C1)SC=1C=C2C(=CNC2=CC1)C=1CCN(CC1)C(C)C 5-(4-ethoxyphenyl)thio-3-(1-isopropyl-1,2,3,6-tetrahydropyridin-4-yl)-1H-indole